5-ethynyl-6-fluoro-4-(8-fluoro-2-(((2R,7aS)-2-fluorotetrahydro-1H-pyrrolizin-7a(5H)-yl)methoxy)-4-((1-(trifluoromethyl)cyclopropyl)amino)pyrido[4,3-d]pyrimidin-7-yl)naphthalen-2-ol C(#C)C1=C2C(=CC(=CC2=CC=C1F)O)C1=C(C=2N=C(N=C(C2C=N1)NC1(CC1)C(F)(F)F)OC[C@]12CCCN2C[C@@H](C1)F)F